COC=1C=CC2=C(C(C=C(O2)C)=O)C1 6-methoxy-2-methyl-4H-benzopyran-4-one